COC1=NC(=CC=C1[C@H](CC1=NC(=NC(=N1)N[C@@H](CO)CC(C)C)NS(=O)(=O)C)C)OC N-(4-((S)-2-(2,6-Dimethoxypyridin-3-yl)propyl)-6-(((R)-1-hydroxy-4-methylpentan-2-yl)amino)-1,3,5-triazin-2-yl)methanesulfonamide